5-iodo-4,6-dimethoxy-N,N-dimethylpyrimidin-2-amine IC=1C(=NC(=NC1OC)N(C)C)OC